FC1(C[C@H](NC1=O)COC1=NC=CC2=CC(=C(C=C12)OC)C(=O)N)F 1-{[(2S)-4,4-difluoro-5-oxopyrrolidin-2-yl]methoxy}-7-methoxyisoquinoline-6-carboxamide